CC(C)(C)C=1C=C(C=C(C1O)C(C)(C)C)COP(OCC1=CC(=C(C(=C1)C(C)(C)C)O)C(C)(C)C)=O bis[{3,5-bis(1,1-dimethylethyl)-4-hydroxyphenyl}methyl]phosphonate